1-[(2-{3-azabicyclo[3.1.0]hex-3-yl}-4-[(1E)-2-phenylethenyl]pyrimidin-5-yl)methyl]-1H-pyrazole-4-carboxylic acid ethyl ester C(C)OC(=O)C=1C=NN(C1)CC=1C(=NC(=NC1)N1CC2CC2C1)\C=C\C1=CC=CC=C1